C(=O)C1=CCC2C1C(OC=C2C(=O)OCC2=CC=CC=C2)OC benzyl 7-formyl-1-methoxy-1,4a,5,7a-tetrahydrocyclopenta[c]pyran-4-carboxylate